Cl.CN1C2=C(OCC1)C=CC(=N2)N2C(CCC2)C(=O)N (4-methyl-2,3-dihydropyrido[3,2-b][1,4]oxazin-6-yl)pyrrolidine-2-carboxamide hydrochloride